C(C)(C)(C)PC(C)(C)C ditertbutyl-phosphine